BrC1=CC=2C3=CC=CC=C3C(NC2C=C1)=O 2-Bromo-5H-phenanthridin-6-on